1-(3-fluoropyridin-4-yl)-N-(2-methoxy-3-{[2-(pyrrolidin-1-yl)ethoxy]methyl}-6H,7H,8H,9H,10H-cyclohepta[b]quinolin-11-yl)piperidin-4-amine FC=1C=NC=CC1N1CCC(CC1)NC1=C2C(=NC3=CC(=C(C=C13)OC)COCCN1CCCC1)CCCCC2